C(C)(C)(C)OC(=O)N1CCC=C(C1)C=1N=C(C2=C(N1)N=C(C=C2)C2=C(C=C(C=C2C)C)OC)C.[Si](C)(C)(C(C)(C)C)OCC2=CC=C(N)C=C2 4-(((tert-butyldimethylsilyl)oxy)methyl)aniline tert-butyl-5-[7-(2-methoxy-4,6-dimethyl-phenyl)-4-methyl-pyrido[2,3-d]pyrimidin-2-yl]-3,6-dihydro-2H-pyridine-1-carboxylate